ClC=1C=C(C=CC1NC([C@@](C(F)(F)F)(C)O)=O)S(=O)(=O)C1=CC=C(C(=O)N(C)C)C=C1 4-[(3-Chloro-4-{[(2r)-3,3,3-Trifluoro-2-Hydroxy-2-Methylpropanoyl]amino}phenyl)sulfonyl]-N,N-Dimethylbenzamide